C(C)OCCOC1C(=O)O1 2-(2-Ethoxyethoxy)-ethanolide